NC1=NC(=NC=C1)C=1C=NN(C1)C(=O)C1CC1 (4-(4-aminopyrimidin-2-yl)-1H-pyrazol-1-yl)(cyclopropyl)methanone